ClC1=CC=C2C(=CNC2=C1C#N)S(=O)(=O)NC1=NC(=C(C(=N1)OC)OCC(F)F)OC 6-chloro-7-cyano-N-[5-(2,2-difluoroethoxy)-4,6-dimethoxy-pyrimidin-2-yl]-1H-indole-3-sulfonic acid amide